CCCCCC\C=C/C\C=C/CCCCC (7Z,10Z)-hexadecane-7,10-diene